6-chloro-2-(difluoromethyl)-3-methyl-pyrido[3,4-d]pyrimidin-4-one ClC1=CC2=C(N=C(N(C2=O)C)C(F)F)C=N1